BrC1=C(C=CC(=C1)OC)Cl 2-bromo-1-chloro-4-methoxy-benzene